S1C(=CC2=C1C=CC=C2)C2=CC=C1C=CC(=CC1=C2)C2=CC=C(C=C2)N(C2=CC=C(C=C2)C=2OC1=C(C2)C=CC=C1)C1=CC=C(C=C1)C=1SC2=C(N1)C=CC=C2 {4-(7-benzothiophen-2-yl-naphthalen-2-yl)-phenyl}-(4-benzothiazole-2-yl-phenyl)-(4-benzofuran-2-yl-phenyl)amine